FC=1C=C(C=CC1N1CCC(CC1)C)NC1=CC2=C(N(C(N2C)=O)C)C=C1 5-((3-Fluoro-4-(4-methylpiperidin-1-yl)phenyl)amino)-1,3-dimethyl-1,3-dihydro-2H-benzo[d]imidazol-2-one